C1(CC1)N1C([C@@H]2N([C@H](C1)C2)C(=O)OC(C)(C)C)=O tert-butyl (1R,5S)-3-cyclopropyl-2-oxo-3,6-diazabicyclo[3.1.1]heptane-6-carboxylate